(R)-4-(1-methyl-2-oxopiperidin-3-yl)phenyl trifluoromethanesulfonate FC(S(=O)(=O)OC1=CC=C(C=C1)[C@@H]1C(N(CCC1)C)=O)(F)F